[NH4+].FC(C(=O)[O-])(C(C(C(C(C(C(C(C(C(C(F)(F)F)(F)F)(F)F)(F)F)(F)F)(F)F)(F)F)(F)F)(F)F)(F)F)F perfluorododecanoic acid ammonium salt